6-(7-(difluoromethyl)-6-(1-methyl-1H-pyrazol-4-yl)-3,4-dihydroquinolin-1(2H)-yl)-1,3,4-trimethyl-1H-benzo[d]imidazol-2(3H)-one FC(C1=C(C=C2CCCN(C2=C1)C=1C=C(C2=C(N(C(N2C)=O)C)C1)C)C=1C=NN(C1)C)F